N-(4-chloro-3-(1-methyl-1H-1,2,4-triazol-3-yl)phenyl)-1-(2-(2-methoxyacetyl)hydrazinecarbonyl)-3-methyl-6-azabicyclo[3.1.1]heptane-6-carboxamide ClC1=C(C=C(C=C1)NC(=O)N1C2CC(CC1(C2)C(=O)NNC(COC)=O)C)C2=NN(C=N2)C